NC(C(C)N1N=C(C(=C1)NC(=O)C=1C=NN2C1N=CC=C2)C2=C(C=CC(=C2)Cl)OC)=O N-(1-(1-amino-1-oxopropan-2-yl)-3-(5-chloro-2-methoxyphenyl)-1H-pyrazol-4-yl)pyrazolo[1,5-a]pyrimidine-3-carboxamide